COCC1C(OCC(O1)COC1=CC=C(C=C1)C=1C=C(C(NC1C(F)(F)F)=O)C(=O)N)C 5-(4-((6-(methoxymethyl)-5-methyl-1,4-dioxan-2-yl)methoxy)phenyl)-2-oxo-6-(trifluoromethyl)-1,2-dihydropyridine-3-carboxamide